FC=1C(=NC(=NC1)NC=1C=NN(C1)C)N1C=C(C2=CC(=CC=C12)NC(C=C)=O)C N-[1-[5-fluoro-2-[(1-methylpyrazol-4-yl)amino]pyrimidin-4-yl]-3-methyl-indol-5-yl]prop-2-enamide